(S)-N-methyl-5-(2-methyl-4-((8-methyl-6-oxo-7-(trifluoromethyl)-5,6-dihydro-1,5-naphthyridin-3-yl)methyl)piperazin-1-yl)picolinamide CNC(C1=NC=C(C=C1)N1[C@H](CN(CC1)CC=1C=NC=2C(=C(C(NC2C1)=O)C(F)(F)F)C)C)=O